ClC=1C=C(C(=NC1)N1CCC(CCC1)(F)F)C(=O)N 5-chloro-2-(4,4-difluoroazepan-1-yl)pyridine-3-carboxamide